N1=CC(=CC=C1)C1=C(C=CC=C1)C1=C(C(=NC(=C1N1C2=CC=CC=C2C=2C=CC=CC12)N1C2=CC=CC=C2C=2C=CC=CC12)N1C2=CC=CC=C2C=2C=CC=CC12)N1C2=CC=CC=C2C=2C=CC=CC12 9,9',9'',9'''-(4-(2-(pyridin-3-yl)phenyl)pyridine-2,3,5,6-tetrayl)tetrakis(9H-carbazole)